pyrrolo[1,2-a]imidazol-7-ol N=1C=2N(CC1)C=CC2O